BrC1=CC(=C(CN[C@H]2CN(C[C@H](C2)C)C2=C3C=CC=NC3=C(C=C2)C#N)C=C1)F 5-((3R,5S)-3-((4-bromo-2-fluorobenzyl)amino)-5-methylpiperidin-1-yl)quinoline-8-carbonitrile